4-(((7-azabicyclo[2.2.1]heptan-7-yl)sulfonyl)carbamoyl)-5-(dimethylamino)-2-fluorobenzoic acid C12CCC(CC1)N2S(=O)(=O)NC(=O)C2=CC(=C(C(=O)O)C=C2N(C)C)F